C(C)(=O)O[C@H]1[C@H](OC2=CC=C(C=C2)C)O[C@@H]([C@@H]([C@@H]1OC(C)=O)OC(C)=O)COC(C)=O 4-methylphenyl 2,3,4,6-tetra-O-acetyl-β-D-galactopyranoside